1-methyl-3-mercapto-1,2,4-triazole CN1N=C(N=C1)S